S1C(=CC=C1)C1=CC=C(S1)C1=CC=C(C2=NSN=C21)C=2SC(=CC2)C=2SC=CC2 4,7-Bis(5-(thiophen-2-yl)thiophen-2-yl)benzo[c][1,2,5]thiadiazol